BrC1=C(C(=O)OC(C)(C)C)C=C(C=C1)COC tert-butyl 2-bromo-5-(methoxymethyl)benzoate